(R)-N-((R)-8-(3-bromo-4-cyano-1H-pyrazolo[3,4-d]pyrimidin-6-yl)-8-azaspiro[4.5]Dec-1-yl)-2-methylpropane-2-sulfinamide BrC1=NNC2=NC(=NC(=C21)C#N)N2CCC1(CCC[C@H]1N[S@](=O)C(C)(C)C)CC2